CN(C)CCC[Si](OCC)(OCC)OCC γ-(N,N-dimethyl)aminopropyl-triethoxysilane